ethyl (3R)-3-(1,4-dimethyl-1H-benzotriazol-5-yl)-3-(7-{[(2R,5R*)-2-ethyl-7-hydroxy-5-methyl-2,3-dihydropyrido[2,3-f][1,4]oxazepin-4(5H)-yl]methyl}-1-benzothiophen-5-yl)propanoate CN1N=NC2=C1C=CC(=C2C)[C@H](CC(=O)OCC)C=2C=C(C1=C(C=CS1)C2)CN2C[C@H](OC1=C([C@H]2C)N=C(C=C1)O)CC |o1:34|